(1R,2S,3R)-3-(3-(2-hydroxy-6-methyl-4-(trifluoromethyl)phenyl)-5,6-dihydro-7H-pyrrolo[2,3-c]pyridazin-7-yl)cyclopentane-1,2-diol OC1=C(C(=CC(=C1)C(F)(F)F)C)C1=CC2=C(N=N1)N(CC2)[C@H]2[C@@H]([C@@H](CC2)O)O